acryloxyphenyltriethoxysilane C(C=C)(=O)OCCO[Si](OCC)(OCC)C1=CC=CC=C1